CN(CC=CC(=O)NC=1C=C(C=CC1)C1CCN(CC1)C(=O)N([C@H]1CNCCC1)C1=NC=CC2=CC=CC(=C12)C)C (R)-4-(3-(4-(dimethylamino)but-2-enamido)phenyl)-N-(8-methylisoquinolin-1-yl)-N-(piperidin-3-yl)piperidine-1-carboxamide